FC=1C=CC(=C(C(=NO)N)C1)C 5-fluoro-N'-hydroxy-2-methylbenzamidine